CC=1SC=2N3C(=NN=C3[C@@H](N=C(C2C1C)C1=CC=C(C=C1)C1=CC(=NC=C1)NC(=O)C=1C=NN2C1N=CC=C2)C)C N-(4-{4-[(9S)-4,5,9,13-tetramethyl-3-thia-1,8,11,12-tetraazatricyclo[8.3.0.02,6]trideca-2(6),4,7,10,12-pentaen-7-yl]phenyl}pyridin-2-yl)pyrazolo[1,5-a]pyrimidine-3-carboxamide